4-chloro-2-[(2E,4E)-5-[(1R,2R,3E,6R)-3-[[2-(dimethylamino)ethoxy]imino]-1,2,6-trimethylcyclohexyl]-3-methylpenta-2,4-dien-1-yl]-3-methoxy-6-[(1E)-(methoxyimino)methyl]-5-methylphenol ClC1=C(C(=C(C(=C1C)/C=N/OC)O)C\C=C(\C=C\[C@@]1([C@H](/C(/CC[C@H]1C)=N/OCCN(C)C)C)C)/C)OC